5-[4-amino-5-(trifluoromethyl)pyrrolo[2,1-f][1,2,4]triazin-7-yl]-2,4-difluoro-N-[(3R,4S)-4-fluoro-1-[4,4,4-trifluoro-3-hydroxy-3-(trifluoromethyl)butanoyl]pyrrolidin-3-yl]benzamide NC1=NC=NN2C1=C(C=C2C=2C(=CC(=C(C(=O)N[C@@H]1CN(C[C@@H]1F)C(CC(C(F)(F)F)(C(F)(F)F)O)=O)C2)F)F)C(F)(F)F